FC1=CC=C(C=C1)C(C(=O)O)CC1=CC=C(C=C1)OC (4-fluorophenyl)-3-(4-methoxyphenyl)propionic acid